O=C1NC(CCC1C1=NN(C2=C(C=CC=C12)OCC(=O)NC=1C(=C(SC1)C)C(=O)OC)C)=O methyl 4-(2-((3-(2,6-dioxopiperidin-3-yl)-1-methyl-1H-indazol-7-yl)oxy)-acetamido)-2-methylthiophene-3-carboxylate